NCC[C@@H](O)C1=C(C(=CC=C1)OCC(CCC)CCC)F (R)-3-amino-1-(2-fluoro-3-((2-propylpentyl)oxy)phenyl)propan-1-ol